6-chloro-7-(2-hydroxyethoxy)-1-methyl-4-(6-methyl-2,3-dihydrobenzo[e][1,4]oxazepin-1(5H)-yl)quinazolin-2(1H)-one ClC=1C=C2C(=NC(N(C2=CC1OCCO)C)=O)N1CCOCC2=C1C=CC=C2C